P(=S)(S[Si](C)(C)C)(S[Si](C)(C)C)O[Si](C)(C)C tris(trimethylsilyl) trithiophosphate